2,2-dimethyl-3-oxopropyl nitrate [N+](=O)(OCC(C=O)(C)C)[O-]